5-(2-chloro-4-methoxypyrimidin-5-yl)isoxazole ClC1=NC=C(C(=N1)OC)C1=CC=NO1